C(C)OC1=CC=CC(=N1)C1=CC=C(CN2C=CC3=C(C=CC(=C23)C(=O)NC2CC3(CCC3)C2)F)C=C1 (Ra)-6-(1-(4-(6-Ethoxypyridin-2-yl)benzyl)-4-fluoro-1H-indol-7-carboxamido)spiro[3.3]-heptan